C(CCCCCCC)(=O)OC[C@H]1O[C@@]([C@@H]2OC(O[C@@H]21)(C)C)(C#N)C2=CC=C1C(=NC=NN12)N ((3aR,4R,6R,6aR)-6-(4-aminopyrrolo[2,1-f][1,2,4]triazin-7-yl)-6-cyano-2,2-dimethyltetrahydrofuro[3,4-d][1,3]dioxol-4-yl)methyl octanoate